ClC1=C2C(N(C(=NC2=CC=C1)[C@H](C)NC1=NC=NC2=CC=C(C=C12)C#N)C1=CC=CC=C1)=O (S)-4-((1-(5-chloro-4-oxo-3-phenyl-3,4-dihydroquinazolin-2-yl)ethyl)amino)quinazoline-6-carbonitrile